Triarginine CC(=O)O.C(CC(C(=O)NC(CCCN=C(N)N)C(=O)NC(CCCN=C(N)N)C(=O)O)N)CN=C(N)N